1-(hydroxymethyl)-N-methylcyclopropane-1-sulfonamide OCC1(CC1)S(=O)(=O)NC